N-(2-propoxy)phenyl-N'-(3-(1-(tert-butyl)-1,2,3,4-tetrahydropyridin-4-yl)-1H-indol-5-yl)urea CC(C)ON(C(=O)NC=1C=C2C(=CNC2=CC1)C1CCN(C=C1)C(C)(C)C)C1=CC=CC=C1